N-hydroxy-3,4-dihydro-4-oxo-1,2,3-benzotriazine ON1NNC(C2=C1C=CC=C2)=O